(R)-2-((2E,5S,6R,7E)-5-((tert-butyldimethylsilyl)oxy)-6-methyl-8-(1-methyl-1H-pyrazol-3-yl)octa-2,7-dienamido)-3-(3-chloro-4-methoxyphenyl)propionic acid methyl ester COC([C@@H](CC1=CC(=C(C=C1)OC)Cl)NC(\C=C\C[C@@H]([C@@H](\C=C\C1=NN(C=C1)C)C)O[Si](C)(C)C(C)(C)C)=O)=O